C(CCC(=O)ON1C(CCC1=O)=O)(=O)OOCCCCN1C(C=CC1=O)=O maleimidobutyloxy succinimidyl succinate